C[C@@H]1CNCC=2N1N=C1C(=CC=CC21)C2CCN(CC2)C(=O)[O-] (R)-4-(4-methyl-1,2,3,4-tetrahydropyrazino[1,2-b]indazol-7-yl)piperidine-1-carboxylate